4-[2-(5-fluoro-2-pyridinyl)-5,5-dimethyl-4,6-dihydropyrrolo[1,2-b]pyrazol-3-yl]-6-methyl-1H-pyrrolo[2,3-b]pyridine FC=1C=CC(=NC1)C=1C(=C2N(N1)CC(C2)(C)C)C2=C1C(=NC(=C2)C)NC=C1